O1C(=CC2=C1C=CC=C2)S(=O)(=O)Cl benzofuran-2-sulfonyl chloride